1-[2-cyano-3-fluoro-4-(trifluoromethyl)phenyl]-6-fluoro-3,4-dihydro-2H-quinoline-4,8-dinitrile C(#N)C1=C(C=CC(=C1F)C(F)(F)F)N1CCC(C2=CC(=CC(=C12)C#N)F)C#N